CC=1C=C(C=NNC2=C3N=CN(C3=NC(=N2)N2CCOCC2)CC(=O)C2=CC(=CC=C2)C(F)(F)F)C=CC1 2-(6-(2-(3-methylbenzylidene)hydrazinyl)-2-morpholino-9H-purin-9-yl)-1-(3-(trifluoromethyl)phenyl)ethan-1-one